rac-(7S)-7-tert-butyl-N-[rac-(1R)-3-(4-hydroxy-1-piperidyl)-1-[4-(1,2,5-thiadiazol-3-yl)phenyl]propyl]-5,6,7,8-tetrahydrothiazolo[5,4-b]quinoline-2-carboxamide C(C)(C)(C)[C@@H]1CC=2C=C3C(=NC2CC1)SC(=N3)C(=O)N[C@H](CCN3CCC(CC3)O)C3=CC=C(C=C3)C3=NSN=C3 |r|